BrC1=CC2=C(C(CS2(=O)=O)N)C=C1 6-bromo-1,1-dioxo-2,3-dihydrobenzothiophen-3-amine